FC(CN1N=CC=2C1=NC(=CN2)N2CCC1(CCN(C1)C1=NC(=C(N=C1)C)C(F)(F)F)CC2)F 8-(1-(2,2-difluoroethyl)-1H-pyrazolo[3,4-b]pyrazin-6-yl)-2-(5-methyl-6-(trifluoromethyl)pyrazin-2-yl)-2,8-diazaspiro[4.5]decane